NC=1C2=C(N=CN1)N(C=C2)[C@H]2[C@@H]([C@@H]([C@H](C2)CCC=2C=CC=1C(=NC=3N[C@@H](CCC3C1)C1CC1)C2)O)O (1R,2S,3R,5S)-3-(4-amino-7H-pyrrolo[2,3-d]pyrimidin-7-yl)-5-(2-((S)-2-cyclopropyl-1,2,3,4-tetrahydrobenzo[b][1,8]naphthyridin-8-yl)ethyl)cyclopentane-1,2-diol